IC=1C=NC(=NC1)N1CC2CCC(C1)N2C2COC2 3-(5-iodopyrimidin-2-yl)-8-(oxetan-3-yl)-3,8-diazabicyclo[3.2.1]octane